P(OCCN1C2=CC=CC=C2C=2C=CC=CC12)([O-])=O.[Cs+] cesium (2-(9H-carbazol-9-yl) ethyl) phosphonate